((S)-2-(2-Chlorophenyl)azepan-1-yl)-N-((R,E)-4-(methylsulfonyl)but-3-en-2-yl)pyrimidine-2-carboxamide ClC1=C(C=CC=C1)[C@H]1N(CCCCC1)C1=NC(=NC=C1)C(=O)N[C@H](C)\C=C\S(=O)(=O)C